1,6-Dibromonaphtho[1,2-b:5,6-b']dithiophene-2,7-dione BrC1=C2C(SC1=O)=C1C=CC=3C(SC(C3Br)=O)=C1C=C2